(R)-N-[(1R)-1-(6-bromo-3-methyl-4-oxo-2-tetrahydropyran-4-yl-quinazolin-8-yl)ethyl]-2-methyl-propane-2-sulfinamide BrC=1C=C2C(N(C(=NC2=C(C1)[C@@H](C)N[S@](=O)C(C)(C)C)C1CCOCC1)C)=O